O1C=C(C2=C1C=CC=C2)C=2C=C1CCNCC1=CC2 6-(benzofuran-3-yl)-1,2,3,4-tetrahydroisoquinoline